[Cl-].O1CCN(CC1)CCOC(=O)OC(C)OC(C(=O)OC1CC2CCC(C1)[N+]21CCCC1)(C1=CC=CC=C1)C1=CC=CC=C1 3-(2-(1-(((2-morpholinoethoxy)carbonyl)oxy)ethoxy)-2,2-diphenylacetoxy)spiro[bicyclo[3.2.1]octane-8,1'-pyrrolidin]-8-ium chloride